(S)-6-chloro-1-(6-(3-methoxytetrahydrofuran-3-yl)-4-methylpyridin-2-yl)-1H-imidazo[4,5-c]pyridine ClC1=CC2=C(C=N1)N=CN2C2=NC(=CC(=C2)C)[C@@]2(COCC2)OC